methyl (2R)-2-(methylamino)propanoate hydrochloride Cl.CN[C@@H](C(=O)OC)C